[C@H]12CN(C[C@H](CC1)N2)C2=NC(=NC1=C(C(=C(C=C21)Cl)C2=C(C=CC=C2F)O)F)OC2=C1CCN(CC1=CC=C2)C 2-(4-((1R,5S)-3,8-diazabicyclo[3.2.1]octan-3-yl)-6-chloro-8-fluoro-2-((2-methyl-1,2,3,4-tetrahydroisoquinolin-5-yl)oxy)quinazolin-7-yl)-3-fluorophenol